5-(1-(5-(2-((5,6-difluoro-2,3-dihydro-1H-inden-2-yl)amino)pyrimidin-5-yl)-1,3,4-oxadiazol-2-yl)pyrrolidin-3-yl)-1,3,4-oxadiazol-2(3H)-one FC=1C=C2CC(CC2=CC1F)NC1=NC=C(C=N1)C1=NN=C(O1)N1CC(CC1)C1=NNC(O1)=O